FC1=C(C(=CC=C1OC)N1N=NN=C1)CO (2-fluoro-3-methoxy-6-(1H-tetrazol-1-yl)phenyl)methanol